2-(4-methyl-2-pyridylamino)-2-methylpropanenitrile CC1=CC(=NC=C1)NC(C#N)(C)C